4-(4-(2-(2,6-Dioxopiperidin-3-yl)-1,3-dioxoisoindolin-4-yl)piperazin-1-yl)butanoic acid O=C1NC(CCC1N1C(C2=CC=CC(=C2C1=O)N1CCN(CC1)CCCC(=O)O)=O)=O